N=CC=N 1,4-diaza-1,3-butadiene